N[C@@H](C(=O)N[C@H](CCCCNC(=O)OC(C)(C)C)C(=O)OC)CCC(=O)OC(C)(C)C Methyl N2-((R)-2-amino-5-(tert-butoxy)-5-oxopentanoyl)-N6-(tert-butoxycarbonyl)-D-lysinate